ClC1=CC=C(C(=N1)C(=O)N)NCC1=CC=C(C=C1)OC 6-chloro-3-((4-methoxybenzyl)amino)pyridinecarboxamide